CN1C(CCC12CCN(CC2)C2=CC(=NC(=N2)C(F)(F)F)N2CC(C2)N2CCN(CC2)C(=O)OC(C)(C)C)=O tert-butyl 4-(1-(6-(1-methyl-2-oxo-1,8-diazaspiro[4.5]decan-8-yl)-2-(trifluoromethyl)pyrimidin-4-yl)azetidin-3-yl)piperazine-1-carboxylate